5-methylsulfanyl-6-(1-methyl-5-((trifluoromethyl)thio)-benzimidazol-2-yl)-2-pyridinecarbaldehyde CSC=1C=CC(=NC1C1=NC2=C(N1C)C=CC(=C2)SC(F)(F)F)C=O